N1=C(C=CC=C1)CN picolylamine